3-phenyl-3-(4-hydroxyethoxyphenyl)-6-methoxy-7-morpholino-13,13-dimethyl-3H,13H-indeno-[2',3':3,4]naphtho[1,2-b]pyran C1(=CC=CC=C1)C1(C=CC2=C(O1)C=1C=C(C(=CC1C1=C2C(C2=CC=CC=C21)(C)C)N2CCOCC2)OC)C2=CC=C(C=C2)OCCO